(5-methyl-1-(tetrahydro-2H-pyran-2-yl)-1,7-dihydrocyclopenta[f]indazol-4-yl)boronic acid CC1=CCC2=C1C(=C1C=NN(C1=C2)C2OCCCC2)B(O)O